[Si](C1=CC=CC=C1)(C1=CC=CC=C1)(C(C)(C)C)OCC=1C=C2C=CC(=NC2=CC1)C1CC(CC1)CO (3-(6-(((tert-butyldiphenylsilyl)oxy)methyl)quinolin-2-yl)cyclopentyl)methanol